COC(=O)NC1=NC2=C(N1)C=C(C=C2)SC2=CC=C(C=C2)N2CCN(CC2)C(=O)OC(C)(C)C tert-butyl 4-(4-((2-((methoxycarbonyl)amino)-1H-benzo[d]imidazol-6-yl)thio)phenyl)piperazine-1-carboxylate